COC(=O)C1=CC=C2C(=CNC2=C1)C1=CC(=CC=C1)Cl 3-(3-chlorophenyl)-1H-indole-6-carboxylic acid methyl ester